[(2S)-1-[2-(2-chlorophenyl)-3-(4-chlorophenyl)-7-[4-(trifluoromethyl)-1-piperidyl]pyrazolo[1,5-a]pyrimidin-5-yl]pyrrolidin-2-yl]methanol ClC1=C(C=CC=C1)C1=NN2C(N=C(C=C2N2CCC(CC2)C(F)(F)F)N2[C@@H](CCC2)CO)=C1C1=CC=C(C=C1)Cl